C(=O)O.FC1(CC(C1)(CC1=NN=CN1C)C=1C=C(C=CC1)N1C(C2=CC(=CC(=C2C1)C(F)(F)F)CNCC1COCC1)=O)F 2-(3-(3,3-difluoro-1-((4-methyl-4H-1,2,4-triazol-3-yl)methyl)cyclobutyl)phenyl)-6-((((tetrahydrofuran-3-yl)methyl)amino)methyl)-4-(trifluoromethyl)isoindolin-1-one formate